Benzyl 2-(4-(2-ethoxy-2-oxoethyl)phenyl)-7-hydroxy-2,6,6-trimethylheptanoate C(C)OC(CC1=CC=C(C=C1)C(C(=O)OCC1=CC=CC=C1)(CCCC(CO)(C)C)C)=O